[K+].[K+].C([C@H](O)[C@@H](O)C(=O)[O-])(=O)[O-] L-(+)-tartaric acid dipotassium salt